(4,6-dimethylpyrazolo[1,5-a]pyrazin-2-yl)-7-bromo-4H-pyrido[1,2-a]pyrimidin-4-one CC=1C=2N(C=C(N1)C)N=C(C2)C=2N=C1N(C(C2)=O)C=C(C=C1)Br